[Al].[Cu].[Sn].[Au] gold-tin-copper-aluminum